methyl ((1R,3R)-3-(4-(isopropylamino)-6-(1H-pyrazol-4-yl)quinoline-3-carboxamido)cyclobutyl)carbamate C(C)(C)NC1=C(C=NC2=CC=C(C=C12)C=1C=NNC1)C(=O)NC1CC(C1)NC(OC)=O